((2S,4R,5R)-4-acetoxy-5-(2-amino-7-(4-fluorobenzyl)-8-oxo-7,8-dihydro-9H-purin-9-yl) tetrahydrofuran-2-yl)methyl acetate C(C)(=O)OC[C@H]1O[C@H]([C@@H](C1)OC(C)=O)N1C2=NC(=NC=C2N(C1=O)CC1=CC=C(C=C1)F)N